4-{(1S,3S)-3-[5-(3-fluorophenyl)-1,2,4-oxadiazol-3-yl]-2,2-dimethylcyclopropyl}benzenesulfonamide FC=1C=C(C=CC1)C1=NC(=NO1)[C@@H]1C([C@H]1C1=CC=C(C=C1)S(=O)(=O)N)(C)C